methyl (1R,3R,4S,5R)-3,5-bis{[(2E)-3-(3,4-dihydroxyphenyl)prop-2-enoyl]oxy}-1,4-dihydroxycyclohexane-1-carboxylate OC=1C=C(C=CC1O)/C=C/C(=O)O[C@@H]1CC(C[C@H](C1O)OC(\C=C\C1=CC(=C(C=C1)O)O)=O)(C(=O)OC)O